2-(2,5-difluoro-4-(6-((2-fluoro-4-(1-methyl-3-(trifluoromethyl)-1H-pyrazol-5-yl)benzyl)oxy)pyridin-2-yl)benzyl)-1-(2-methoxyethyl)-1H-benzo[d]imidazole-6-carboxylic acid FC1=C(CC2=NC3=C(N2CCOC)C=C(C=C3)C(=O)O)C=C(C(=C1)C1=NC(=CC=C1)OCC1=C(C=C(C=C1)C1=CC(=NN1C)C(F)(F)F)F)F